C1(CC1)CN1CC[C@]23CCN(CC[C@]2([C@H]1CC1=CC=C(C=C13)OC)O)[C@@H](CC(=O)OCC)C(F)(F)F ethyl (S)-3-((5aS,6R,11bR)-14-(cyclopropylmethyl)-5a-hydroxy-10-methoxy-1,2,5,5a,6,7-hexahydro-6,11b-(epiminoethano)naphtho[1,2-d]azepin-3(4H)-yl)-4,4,4-trifluorobutanoate